C(C)(C)(C)OC(=O)N1CCN(CC1)C1=C(NC=2N(C1=O)N=C(N2)Br)C 4-(2-Bromo-5-methyl-7-oxo-4,7-dihydro-[1,2,4]triazolo[1,5-a]pyrimidin-6-yl)piperazine-1-carboxylic acid tert-butyl ester